C(#N)C=1C=CC(=C2C=CC=NC12)N1C[C@H]2C[C@@]2(C1)C(F)(F)F (1S,5R)-3-(8-cyanoquinolin-5-yl)-5-(trifluoromethyl)-3-azabicyclo[3.1.0]hexane